5-hydroxy-6-methyl-3,4-pyridinedimethanol hydrochloride Cl.OC=1C(=C(C=NC1C)CO)CO